CC1CC(C=C2CCC(CC12C)C(=C)C)=O 4,4a-dimethyl-6-(prop-1-en-2-yl)-4,4a,5,6,7,8-hexa-hydronaphthalen-2(3H)-one